Cl.NC1C(CCCC1)NC(=O)C1=CC(=NN1C)C1=NC(=NC=C1)NC1=CC(=CC(=C1)C)C N-(2-aminocyclohexyl)-3-{2-[(3,5-dimethylphenyl)amino]pyrimidin-4-yl}-1-methyl-1H-pyrazole-5-carboxamide hydrochloride